1-(m-tolyl)-5-(trifluoromethyl)-1H-pyrazole-4-carboxamide C1(=CC(=CC=C1)N1N=CC(=C1C(F)(F)F)C(=O)N)C